C/C(/C=O)=C\C(CC=C(C)C)(C1=C(C=CC(=C1)C(F)(F)F)C)C (E)-2,4,7-trimethyl-4-(2-methyl-5-(trifluoromethyl)phenyl)oct-2,6-dienal